C1(=CC=CC=2C=CC=3C=C4C=CC=CC4=CC3C21)N benzanthramine